3-(methoxymethyl)-2,8-diazaspiro[4.5]decane-2,8-dicarboxylic acid 2-benzyl 8-tert-butyl ester C(C)(C)(C)OC(=O)N1CCC2(CC(N(C2)C(=O)OCC2=CC=CC=C2)COC)CC1